C(C)(C)(C)OC(C1=CC(=NC(=C1)C(NC)=O)[C@@H](C1=NC=CC=C1)Cl)=O |r| (±)-2-(chloro(pyridin-2-yl)methyl)-6-(methylcarbamoyl)isonicotinic acid tert-butyl ester